C(C=1C(C(=O)OOC(C(=C)C)=O)=CC=CC1)(=O)OCC 2-(methacryloyloxy) ethyl monophthalate